Cl.ClC1=C(C2=C(OC3=C2N=CN=C3NC3CC(C3)(F)F)N=C1C)C 8-chloro-N-(3,3-difluorocyclobutyl)-7,9-dimethyl-pyrido[3',2':4,5]furo[3,2-d]pyrimidin-4-amine hydrochloride